6-[4-(6-chloro-1H-indol-3-yl)piperidine-1-carbonyl]-4H-1,4-benzoxazin-3-one ClC1=CC=C2C(=CNC2=C1)C1CCN(CC1)C(=O)C=1C=CC2=C(NC(CO2)=O)C1